2-(2-chlorophenyl)-N-(4-[1-(cyclopropylmethyl)-1H-pyrazol-4-yl]-3-{[(dimethylamino)methylidene]sulfamoyl}phenyl)acetamide ClC1=C(C=CC=C1)CC(=O)NC1=CC(=C(C=C1)C=1C=NN(C1)CC1CC1)S(N=CN(C)C)(=O)=O